Cl.NC(C#N)CC1=C(C(=CC=C1)Cl)Cl amino-3-(2,3-dichlorophenyl)propionitrile HCl salt